CC1C(C[C@@H]2C3CCC([C@@H]2C1)C3)=O (4aR,8aS)-7-methyl-octahydro-1,4-methanonaphthalen-6(2H)-one